1-(3,5-bis(2-(methylsulfonyl)pyrimidin-5-yl)phenyl)-1-oxo-5,8,11,14,17-pentaoxa-2-azaeicosane-20-carboxylic acid CS(=O)(=O)C1=NC=C(C=N1)C=1C=C(C=C(C1)C=1C=NC(=NC1)S(=O)(=O)C)C(NCCOCCOCCOCCOCCOCCCC(=O)O)=O